FC1(C(C1)NC(=O)NC=1C=NN2C1N=C(C=C2)N2[C@H](C[C@H](C2)F)C2=C(C=CC(=C2)F)F)F 1-(2,2-difluorocyclopropyl)-3-(5-((2R,4R)-2-(2,5-difluorophenyl)-4-fluoropyrrolidin-1-yl)pyrazolo[1,5-a]pyrimidin-3-yl)urea